(S)-5-(4-hydroxyphenyl)-5-oxo-2-(2,2,2-trifluoroacetamido)pentanoic acid OC1=CC=C(C=C1)C(CC[C@@H](C(=O)O)NC(C(F)(F)F)=O)=O